1-(4-(naphthalen-2-ylmethoxy)benzyl)-1H-imidazole-5-carboxylic acid C1=C(C=CC2=CC=CC=C12)COC1=CC=C(CN2C=NC=C2C(=O)O)C=C1